S-(propan-2-yl-1,1,1,3,3,3-d6) (S)-6-diazo-2-((S)-2-(methoxy-d3)propanamido)-5-oxohexanethioate [N+](=[N-])=CC(CC[C@@H](C(SC(C([2H])([2H])[2H])C([2H])([2H])[2H])=O)NC([C@H](C)OC([2H])([2H])[2H])=O)=O